(S)-4-(((R)-2-methoxypropyl)(4-(5,6,7,8-tetrahydro-1,8-naphthyridin-2-yl)butyl)amino)-2-((2-(trifluoromethyl)pyrimidin-4-yl)amino)butanoic acid CO[C@@H](CN(CC[C@@H](C(=O)O)NC1=NC(=NC=C1)C(F)(F)F)CCCCC1=NC=2NCCCC2C=C1)C